C(C)(C)C1=NC=CC(=C1N)C=C([2H])[2H] 2-isopropyl-4-(vinyl-2,2-d2)pyridin-3-amine